2-methyl-[1,3,2]dioxasilinan-2-ylpropyl mercaptan C[Si]1(OCCCO1)CCCS